FC(C1=CC=C(C=C1)C1=CN=C(O1)NC=1C=CC(=NC1)C#N)(F)F 5-((5-(4-(trifluoromethyl)phenyl)oxazol-2-yl)amino)picolinonitrile